(2-chloro-4-fluoro-phenyl)-[(1S,5R)-8-[7-[4-[2-(4-chlorophenyl)ethyl]piperazin-1-yl]sulfonyl-3-cyclopropyl-imidazo[1,5-a]pyridin-5-yl]-3,8-diazabicyclo[3.2.1]octan-3-yl]methanone ClC1=C(C=CC(=C1)F)C(=O)N1C[C@@H]2CC[C@H](C1)N2C2=CC(=CC=1N2C(=NC1)C1CC1)S(=O)(=O)N1CCN(CC1)CCC1=CC=C(C=C1)Cl